(R)-1-(5-((1-(3-(difluoromethyl)-2-fluorophenyl)ethyl)amino)-8-methylpyrido[2,3-d]pyridazine-3-yl)-3-methylazetidin-3-ol FC(C=1C(=C(C=CC1)[C@@H](C)NC1=C2C(=C(N=N1)C)N=CC(=C2)N2CC(C2)(O)C)F)F